4-(tris(trifluoromethyl)perylen-3-yl)butyric acid FC(F)(F)C=1C2=C(C(=C(C=3C=4C=CC=C5C=CC=C(C(=CC1)C23)C54)C(F)(F)F)C(F)(F)F)CCCC(=O)O